ClC1=CC=C(C=C1)C1CCN(CC1)C(=O)C1CC2(C1)NCOC2 (2s,4s)-2-(4-(4-Chlorophenyl)piperidine-1-carbonyl)-7-oxa-5-azaspiro[3.4]octan